FC=1C(=C(C=O)C=C(C1)C=1SC(=NN1)C1=CC=CC=C1)O 3-fluoro-2-hydroxy-5-(5-phenyl-1,3,4-thiadiazol-2-yl)benzaldehyde